(8S,13S)-8,13-dimethyl-7,10,14-trioxa-5,19,20,23-tetraazatetracyclo[13.5.2.12,6.018,21]tricosa-1(20),2(23),3,5,15(22),16,18(21)-heptaene C[C@@H]1OC2=NC=CC(C3=NNC=4C=CC(O[C@H](CCOC1)C)=CC34)=N2